(3,4-diiodophenyl)bis(3,5-difluorophenyl)sulfonium triflate [O-]S(=O)(=O)C(F)(F)F.IC=1C=C(C=CC1I)[S+](C1=CC(=CC(=C1)F)F)C1=CC(=CC(=C1)F)F